((2-(6-(3-cyclopropyl-1H-indazol-1-yl)spiro[3.3]heptan-2-yl)ethyl)amino)-2-(2,6-dioxopiperidin-3-yl)isoindoline-1,3-dione C1(CC1)C1=NN(C2=CC=CC=C12)C1CC2(CC(C2)CCNC2=C3C(N(C(C3=CC=C2)=O)C2C(NC(CC2)=O)=O)=O)C1